ClC1=C(C=NNC1=O)N1CC=2N=CN=C(C2CC1)OC=1C(=C(C#N)C=CC1)C(F)(F)F 3-[[7-(5-Chloro-6-oxo-1,6-dihydropyridazin-4-yl)-5H,6H,7H,8H-pyrido[3,4-d]pyrimidin-4-yl]oxy]-2-(trifluoromethyl)benzonitrile